methyl-N-(methyl-d3)-1',2',3',6'-tetrahydro-[3,4'-bipyridine]-6-carboxamide CC1=NC(=CC=C1C=1CCNCC1)C(=O)NC([2H])([2H])[2H]